N1(CCC1)C(=O)[C@@H]1[C@H]([C@]2([C@](C=3C(=NC(=CC3O2)Cl)OC)([C@@H]1O)O)C1=CC=C(C=C1)Br)C1=CC=CC=C1 |r| rac-azetidin-1-yl((5aR,6S,7R,8R,8aS)-5a-(4-bromophenyl)-3-chloro-8,8a-dihydroxy-1-methoxy-6-phenyl-5a,7,8,8a-tetrahydro-6H-cyclopenta[4,5]furo[3,2-c]pyridin-7-yl)methanone